2-(4-(1H-indol-1-yl)phenyl)ethane-1-ol N1(C=CC2=CC=CC=C12)C1=CC=C(C=C1)CCO